1-(4-(cyclopropylmethyl)-3,4-dihydroquinoxalin-1(2H)-yl)-3-(4-methylpiperazin-1-yl)propan-1-one C1(CC1)CN1CCN(C2=CC=CC=C12)C(CCN1CCN(CC1)C)=O